C(/C1=CC=CC=C1)=C/1\C(N(C(C1)=O)CCCCC(=O)NO)=O (E)-5-(3-benzylidene-2,5-dioxopyrrolidinyl)-N-hydroxypentanamide